CC=1C=C(C=CC1)NC(=O)C1=CN=C[Se]1 5-(m-methylphenylcarbamoyl)-1,3-selenazol